O=C1NC(CCC1N1C(C2=CC=C(C=C2C1=O)NS(=O)(=O)C1=C(C(=CC=C1)C)C(F)(F)F)=O)=O N-[2-(2,6-dioxo-3-piperidyl)-1,3-dioxo-isoindolin-5-yl]-3-methyl-2-(trifluoromethyl)benzenesulfonamide